dimethyl azobis(2-methylpropionate) N(=NC(C(=O)OC)(C)C)C(C(=O)OC)(C)C